O1CCN(CC1)C=1C2=C(N=C(N1)N/N=C/C=1C=C(C=CC1)C)OC(=N2)C(=O)NC2COC2 7-morpholino-5-[(2E)-2-(m-tolylmethylene)hydrazino]-N-(oxetan-3-yl)oxazolo[5,4-d]pyrimidine-2-carboxamide